N'-tert-butoxycarbonyl-phenylhydrazine C(C)(C)(C)OC(=O)NNC1=CC=CC=C1